BrC1=CC=C2C(=CNC2=C1)C(=O)N(C)C 6-bromo-N,N-dimethyl-1H-indole-3-carboxamide